FC1=CC=C(C=C1)SC=1C=CC(=C(N)C1)[N+](=O)[O-] 5-((4-fluorophenyl)thio)-2-nitroaniline